C(C)(C)(C)OC(=O)N[C@H](CC(=O)O)CC1=CC=C(C=C1)C#N N-t-butoxycarbonyl-(S)-3-amino-4-(4-cyanophenyl)butanoic acid